C(CCC)C1=C(C=C(C(=C1C=1NC=CC1)O)C(C)(C1=CC=CC=C1)C)C(CC(C)(C)C)(C)C 6-butyl-2-[2-hydroxy-3-(1-methyl-1-phenylethyl)-5-(1,1,3,3-tetramethylbutyl)phenyl]pyrrole